3'-(2-fluoro-11-oxo-10,11-dihydrodibenzo[b,f][1,4]thiazepine-8-carboxamido)-[1,1'-biphenyl]-2-carboxylic acid FC=1C=CC2=C(C(NC3=C(S2)C=CC(=C3)C(=O)NC=3C=C(C=CC3)C=3C(=CC=CC3)C(=O)O)=O)C1